ethyliodoacetamide HCl Cl.C(C)C(C(=O)N)I